CC1=C[C@H]([C@@H](CC1)C(=C)C)C1=C(C=C(C=C1O)CCC)O 2-((1R,6R)-3-methyl-6-(prop-1-en-2-yl)cyclohex-2-enyl)-5-propylbenzene-1,3-diol